C(C=C)(=O)N1C[C@@H](CCC1)N1C(N(C=2C=NC=CC21)C2=CC=C(C=C2)OC=2C=C(C=CC2)C)=O (R)-1-(1-acryloylpiperidin-3-yl)-3-(4-(m-tolyloxy)phenyl)-1H-imidazo[4,5-c]pyridin-2(3H)-one